N1=CNC2=C1C(=CC=C2)C(=O)O benzimidazoline-7-carboxylic acid